O=CC[C@@H]1CC[C@@H](N1C(=O)OC(C)(C)C)C(=O)OC 1-(tert-butyl) 2-methyl (2R,5S)-5-(2-oxoethyl)pyrrolidine-1,2-dicarboxylate